2-bromo-N-phenylacetamide C1=CC=C(C=C1)NC(=O)CBr